N-(2-hydroxyeth-yl)-3-[3-(4-hydroxy-3-methoxy-phenyl)imidazo[1,2-a]pyrazin-6-yl]benzamide OCCNC(C1=CC(=CC=C1)C=1N=CC=2N(C1)C(=CN2)C2=CC(=C(C=C2)O)OC)=O